C1(=CC=CC=C1)C1=CC=CC=N1 6-phenylpyridin